1-(3-((S)-1-(2,2-difluorobenzo[d][1,3]dioxol-5-yl)ethoxy)phenyl)-3-(trifluoromethyl)-4,5,6,7-tetrahydro-1H-indazol-7-ol FC1(OC2=C(O1)C=CC(=C2)[C@H](C)OC=2C=C(C=CC2)N2N=C(C=1CCCC(C21)O)C(F)(F)F)F